C(CCCCCCCCCCC)(=O)NN lauric acid monohydrazide